OC(CC(=O)O)(C(CCCCCCCCCCCCCC)C(=O)O)C(=O)O 2-hydroxy-heptadecane-1,2,3-tricarboxylic acid